C(C)(C)(C)OC(=O)NC(CC(=O)O)C(=O)OC(C)C 3-((tert-butoxycarbonyl)amino)-4-isopropoxy-4-oxobutyric acid